CN1[C@@H](C[C@H](C1)OC1CCNCC1)CO [(2S,4R)-1-methyl-4-(piperidin-4-yloxy)pyrrolidin-2-yl]methanol